ClC=1C=C(C=CC1)NC1C2=C(C=3N(CC1)N=NC3C)C=CC(=C2)C=2CCN(CC2)C(C)=O 1-(4-(7-((3-chlorophenyl)amino)-1-methyl-6,7-dihydro-5H-benzo[c][1,2,3]triazolo[1,5-a]azepin-9-yl)-3,6-dihydropyridin-1(2H)-yl)ethan-1-one